N-((S)-6-amino-1-((4-chloro-3-methylphenyl)amino)-1-oxohexan-2-yl)-2-(4-(4-fluorophenyl)-4-oxobutanoyl)-1,2,3,4-tetrahydroisoquinoline-3-carboxamide NCCCC[C@@H](C(=O)NC1=CC(=C(C=C1)Cl)C)NC(=O)C1N(CC2=CC=CC=C2C1)C(CCC(=O)C1=CC=C(C=C1)F)=O